O=C(O)[C@@H](N)CC1=CC=C(O)C(O)=C1 |r| DL-Dopa